(phenyl)[di(Phenyl)triazinylphenyl]dibenzothiophene C1(=CC=CC=C1)C1=C(C2=C(SC3=C2C=CC=C3)C=C1)C1=C(C(=C(C=C1)C1=CC=CC=C1)C1=CC=CC=C1)C1=NN=NC=C1